NC1=CC(=C(C=C1)C=1C=C(N2N=CN=C(C21)N)C2CCC1(OCCO1)CC2)F 5-(4-amino-2-fluorophenyl)-7-(1,4-dioxaspiro[4.5]decan-8-yl)pyrrolo[2,1-f][1,2,4]triazin-4-amine